N-(2-(1H-1,2,4-triazol-1-yl)ethyl)-5-((4-(3-((2-((1S)-1-((tetrahydro-2H-pyran-2-yl)oxy)ethyl)-1H-imidazol-1-yl)methyl)isoxazol-5-yl)phenyl)ethynyl)pyridin-2-amine N1(N=CN=C1)CCNC1=NC=C(C=C1)C#CC1=CC=C(C=C1)C1=CC(=NO1)CN1C(=NC=C1)[C@H](C)OC1OCCCC1